butyl N-[(1r,4r)-4-hydroxycyclohexyl]carbamate OC1CCC(CC1)NC(OCCCC)=O